C(C)(C)(C)OC(=O)N1[C@H](CC2(CC(C2)(F)F)CC1)C1=CC=C(C=C1)C#N |r| (RS)-6-(4-cyanophenyl)-2,2-difluoro-7-azaspiro[3.5]nonane-7-carboxylic acid tert-butyl ester